5-[[(3-ethylsulfonyl-2-pyridinyl)amino]methyl]-2-(trifluoromethyl)pyridine-4-carboxylic acid C(C)S(=O)(=O)C=1C(=NC=CC1)NCC=1C(=CC(=NC1)C(F)(F)F)C(=O)O